C(C(=C)C)(=O)OCCC[Si](OCC)(OCC)C (3-methacryloxypropyl)methyl-diethoxysilane